C(C)OC(CCC1=CC=CC=C1)N1N=NC2=C1C=CC(=C2)C 1-(1-ethoxy-3-phenylpropyl)-5-methyl-1H-benzo[d][1,2,3]triazole